1-((2-fluoro-6-((8-(((1,1,1,3,3,3-hexafluoropropan-2-yl)oxy)carbonyl)-1,8-diazaspiro[4.5]decan-1-yl)methyl)phenoxy)methyl)cyclopropane-1-carboxylic acid FC1=C(OCC2(CC2)C(=O)O)C(=CC=C1)CN1CCCC12CCN(CC2)C(=O)OC(C(F)(F)F)C(F)(F)F